IC1=CC(=C(N)C=C1)OC(F)(F)F 4-iodo-2-(trifluoromethoxy)aniline